B(O)(O)C=1C=C(C[C@H](N)C(=O)O)C=CC1 m-boronophenylalanine